C(CC=CCC=CC)=O octa-3,6-dienal